4-(N-(3-bromo-5-cyclopropylbenzyl)-2-(N-(4-chlorobenzyl)-(2,3,4,5,6-pentafluorophenyl)sulfonamido)acetamido)-2-hydroxybenzoic acid BrC=1C=C(CN(C(CN(S(=O)(=O)C2=C(C(=C(C(=C2F)F)F)F)F)CC2=CC=C(C=C2)Cl)=O)C2=CC(=C(C(=O)O)C=C2)O)C=C(C1)C1CC1